C(C)(C)(C)OC(=O)N1C[C@](CC1)(C)C#N (3R)-3-cyano-3-methylpyrrolidine-1-carboxylic acid tert-butyl ester